C(CCC)C(C(=O)OCCCCCCOCC(CO)OCCCCCCOC(C(CCCCCC)CCCC)=O)CCCCCC 6-[2-[6-(2-butyloctanoyloxy)hexoxy]-3-hydroxy-propoxy]hexyl 2-butyloctanoate